1-(4-trifluoromethoxyphenyl)-4-{4-[(7-trifluoromethylquinolin-4-yl)amino]benzoyl}piperazine FC(OC1=CC=C(C=C1)N1CCN(CC1)C(C1=CC=C(C=C1)NC1=CC=NC2=CC(=CC=C12)C(F)(F)F)=O)(F)F